NC=1C=CC(=C2CN(C(C12)=O)C(C(C#N)=C)C)C1=CC(=C(C=C1)N)Cl 3-[7-amino-4-(4-amino-3-chlorophenyl)-1-oxo-2,3-dihydro-1H-isoindol-2-yl]-2-methylidenebutanenitrile